(2-Bromo-5-chlorophenyl)glycine ethyl ester C(C)OC(CNC1=C(C=CC(=C1)Cl)Br)=O